1-(4',4'-Dimethyl-6-nitro-2',3',4',5'-tetrahydro-[1,1'-biphenyl]-3-yl)-4-methylpiperazine CC1(CCC(=CC1)C1=CC(=CC=C1[N+](=O)[O-])N1CCN(CC1)C)C